1-methyl-4-(2-(p-tolyl)-2H-pyrazolo[3,4-d]pyrimidin-4-yl)-N-(4-(trifluoromethyl)benzyl)piperazine-2-carboxamide CN1C(CN(CC1)C=1C=2C(N=CN1)=NN(C2)C2=CC=C(C=C2)C)C(=O)NCC2=CC=C(C=C2)C(F)(F)F